2-(Bromomethyl)-5-chloro-6-fluoro-1-((2-(trimethylsilyl)ethoxy)methyl)-1H-pyrrolo[3,2-b]pyridine BrCC1=CC2=NC(=C(C=C2N1COCC[Si](C)(C)C)F)Cl